1-[4-(diphenylmethyl)piperazin-1-yl]-2-(4-methoxyphenyl)ethan-1-one C1(=CC=CC=C1)C(N1CCN(CC1)C(CC1=CC=C(C=C1)OC)=O)C1=CC=CC=C1